C(CCC)S(=O)(=O)[O-].[Sn+4].C(CCC)S(=O)(=O)[O-].C(CCC)S(=O)(=O)[O-].C(CCC)S(=O)(=O)[O-] tin butanesulfonate